4-(((1R,3S)-3-(azetidin-1-yl)-2,3-dihydro-1H-inden-1-yl)amino)-5-chloro-2-fluoro-N-(thiazol-4-yl)benzenesulfonamide formate C(=O)O.N1(CCC1)[C@H]1C[C@H](C2=CC=CC=C12)NC1=CC(=C(C=C1Cl)S(=O)(=O)NC=1N=CSC1)F